CC(=CCOP([O-])(=O)OP(=O)([O-])[O-])C dimethylallyl-diphosphate